F[C@H]1C[C@H](N(C1)C(CN1CCC(CC1)N(C)C=1C=CC=C2C=CN=CC12)=O)C#N (2S,4S)-4-fluoro-1-[2-[4-[8-isoquinolyl(methyl)amino]-1-piperidyl]acetyl]pyrrolidine-2-carbonitrile